OC1=CC=C2C[C@@H](NCC2=C1)C(=O)N[C@@H](C(C)C)CN1C[C@@H]([C@](CC1)(C)C1=CC(=CC=C1)O)C (3R)-7-hydroxy-N-[(1S)-1-(((3R,4R)-4-(3-hydroxyphenyl)-3,4-dimethyl-1-piperidinyl)methyl)-2-methylpropyl]-1,2,3,4-tetrahydro-3-isoquinoline-carboxamide